2-(3-fluorophenyl)-2-(2-(6-(1-methylpiperidin-4-yl)pyridin-3-yl)-7-oxo-5,7-dihydro-6H-pyrrolo[3,4-b]pyridin-6-yl)-N-(thiazol-2-yl)acetamide FC=1C=C(C=CC1)C(C(=O)NC=1SC=CN1)N1C(C2=NC(=CC=C2C1)C=1C=NC(=CC1)C1CCN(CC1)C)=O